((2-fluoro-6-(methoxymethoxy)-3-methyl-8-(4,4,5,5-tetramethyl-1,3,2-dioxaborolan-2-yl)naphthalen-1-yl)ethynyl)triisopropylsilane FC1=C(C2=C(C=C(C=C2C=C1C)OCOC)B1OC(C(O1)(C)C)(C)C)C#C[Si](C(C)C)(C(C)C)C(C)C